o-hydroxystyrene ethyl-3-(chloromethyl)-1H-pyrazole-4-carboxylate C(C)OC(=O)C=1C(=NNC1)CCl.OC1=C(C=C)C=CC=C1